NC1=NC(=NC(=N1)N(C)C)C 2-Amino-4-dimethylamino-6-methyl-1,3,5-triazin